C(C)(=O)NC=1C(N(C=CC1)[C@H](C(=O)NC(C=1C=NC=C(C1)C#N)C#N)CC(C)C)=O (2S)-2-(3-acetamido-2-oxopyridin-1(2H)-yl)-N-(cyano(5-cyanopyridin-3-yl)methyl)-4-methylpentanamide